tert-butyl 4-[3-(2,6-dibenzyloxy-3-pyridyl)-1-methyl-indazol-6-yl]piperidine-1-carboxylate C(C1=CC=CC=C1)OC1=NC(=CC=C1C1=NN(C2=CC(=CC=C12)C1CCN(CC1)C(=O)OC(C)(C)C)C)OCC1=CC=CC=C1